(R)-2-(4-((5-(Ethylsulfonyl)-1H-pyrrolo[2,3-c]pyridin-2-yl)methyl)-5,5,5-trifluoro-4-hydroxy-2-methylpentan-2-yl)-5-fluorobenzamide C(C)S(=O)(=O)C=1C=C2C(=CN1)NC(=C2)C[C@](CC(C)(C)C2=C(C(=O)N)C=C(C=C2)F)(C(F)(F)F)O